ClC1=CC2=C(C=N1)C1(CN2C2=NC(=NC=C2)C(C(=O)OCC)(F)F)CC1 ethyl 2-(4-(6'-chlorospiro[cyclopropane-1,3'-pyrrolo[3,2-c]pyridin]-1'(2'h)-yl) pyrimidin-2-yl)-2,2-difluoroacetate